BrC1=CC2=C(SC3=C2C=CC=C3Cl)C=C1 2-bromo-6-chlorodibenzo[b,d]thiophene